4-[(2-chloro-6-fluorophenyl)methyl]-5-(cycloheptylmethyl)-2-ethyl-2,4-dihydro-3H-1,2,4-triazol-3-one ClC1=C(C(=CC=C1)F)CN1C(N(N=C1CC1CCCCCC1)CC)=O